CN1NN=CC2=C1C=CC=C2 methyl-1H-benzotriazine